(2S)-2-({2-[(1S)-1-[(3-chlorophenyl)amino]ethyl]-1,3-thiazol-5-yl}formamido)-3-cyclopentyl-N-cyclopropylpropanamide ClC=1C=C(C=CC1)N[C@@H](C)C=1SC(=CN1)C(=O)N[C@H](C(=O)NC1CC1)CC1CCCC1